2-bromo-3-(ethylsulfonyl)pyridine BrC1=NC=CC=C1S(=O)(=O)CC